2-(acetoxymethyl)-6-bromotetrahydro-2H-pyran-3,4,5-triacetic acid C(C)(=O)OCC1OC(C(C(C1CC(=O)O)CC(=O)O)CC(=O)O)Br